O1CC(CCC1)NC(=O)C=1C=NN(C1)C1=CC=C(C=C1)F 1-(4-Fluoro-phenyl)-1H-pyrazole-4-carboxylic acid (tetrahydro-pyran-3-yl)-amide